ClC1=NC=C(C(=O)OCCCC)C=C1 butyl 6-chloronicotinate